9-(6-{[6-(2-methylphenyl)-5-(trifluoromethyl)pyridin-2-yl]Sulfamoyl}pyridin-2-yl)-9-azabicyclo[3.3.1]Nonane-3-carboxylic acid CC1=C(C=CC=C1)C1=C(C=CC(=N1)NS(=O)(=O)C1=CC=CC(=N1)N1C2CC(CC1CCC2)C(=O)O)C(F)(F)F